ethyl 2-(bromotriphenyl-$l^[5]-phosphanyl)acetate BrP(CC(=O)OCC)(C1=CC=CC=C1)(C1=CC=CC=C1)C1=CC=CC=C1